C(C)(C)(C)OC(N(C)C1CC(C1)(O)C1CC1)=O.C(=O)(O)CCP(CCC(=O)O)CCC(=O)O tris-carboxyethylphosphine tert-butyl-(3-cyclopropyl-3-hydroxycyclobutyl)(methyl)carbamate